salicylideneamine C(C=1C(O)=CC=CC1)=N